BrCC1=CC=C(CN(C(C)=O)C)C=C1 N-(4-(bromomethyl)benzyl)-N-methylacetamide